4-(3-(6-fluoro-3-methyl-1H-indazol-5-yl)imidazo[1,2-b]pyridazin-6-yl)-2,2,6,6-tetramethylmorpholine FC1=C(C=C2C(=NNC2=C1)C)C1=CN=C2N1N=C(C=C2)N2CC(OC(C2)(C)C)(C)C